COC1=C(C=CC(=C1)OC)CN(C1=NC=C(C(=N1)OC)OC(C([2H])([2H])OS(=O)(=O)C1=CC=C(C=C1)C)([2H])[2H])CC1=C(C=C(C=C1)OC)OC [2-[2-[bis[(2,4-dimethoxyphenyl) methyl]amino]-4-methoxy-pyrimidin-5-yl]oxy-1,1,2,2-tetradeuterio-ethyl]4-methylbenzenesulfonate